N[C@@H](C(=O)O)CNC(C1=CC(=CC(=C1)F)C1=C(C=NN1CC)C(F)(F)F)=O (R)-2-amino-3-(3-(1-ethyl-4-(trifluoromethyl)-1H-pyrazol-5-yl)-5-fluorobenzamido)propanoic acid